C1(CC1)S(=O)(=O)N1N=CC(=C1)C1=NC=CC(=N1)NC1=NC=C(C(=C1)NC1CCC(CC1)CN(C)C)C1=NN(C=C1)CC(F)(F)F N2-(2-(1-(Cyclopropylsulfonyl)-1H-pyrazol-4-yl)pyrimidin-4-yl)-N4-((1s,4s)-4-((dimethylamino)methyl)cyclohexyl)-5-(1-(2,2,2-trifluoroethyl)-1H-pyrazol-3-yl)pyridine-2,4-diamine